FC1(CN(CC[C@H]1NC1=NN2C(C(=N1)OC)=C(C=C2)C=2C=C(C1=C(N(C(=N1)C)C(C)C)C2)F)C2(COC2)C)F (R)-N-(3,3-difluoro-1-(3-methyl-oxetan-3-yl)piperidin-4-yl)-5-(4-fluoro-1-isopropyl-2-methyl-1H-benzo[d]imidazol-6-yl)-4-methoxypyrrolo[2,1-f][1,2,4]triazin-2-amine